C(=O)C1C[C@H](N(C1)C(=O)OC(C)(C)C)C(=O)OCC1=CC=CC=C1 2-benzyl 1-(tert-butyl) (2S)-4-formylpyrrolidine-1,2-dicarboxylate